C1(=C(C=C(C=C1)C)C)[P](C1=CC=CC=C1)=O (2,4-xylyl)phenyl-phosphorus oxide